OC1=C(C(=O)O)C(=CC(=C1)OC)\C=C\C1CCN(CC1)C(C1=CC=C(C=C1)Br)=O (E)-2-hydroxy-4-methoxy-6-{2-[1-(4-bromobenzoyl)piperidin-4-yl]vinyl}benzoic acid